C(#N)C=1N=CNC1C 4-cyano-5-methyl-imidazole